C(#N)SC[C@H](N)C(=O)O S-cyanocysteine